2,4-diamino-6-(2'-n-undecylimidazolyl)ethyl-s-triazine Heptadecan-9-yl-8-((3-(1H-imidazol-1-yl)propyl)(8-(nonyloxy)-8-oxooctyl)amino)octanoate CCCCCCCCC(CCCCCCCC)OC(CCCCCCCN(CCCCCCCC(=O)OCCCCCCCCC)CCCN1C=NC=C1)=O.NC1=NC(=NC(=N1)N)CCC=1N=C(NC1)CCCCCCCCCCC